[2'-(methylamino)[1,1'-biphenyl]-2-yl](tri-tert-butyl-λ5-phosphanyl)palladium(1+) methanesulfonate CS(=O)(=O)[O-].CNC1=C(C=CC=C1)C1=C(C=CC=C1)[Pd+]P(C(C)(C)C)(C(C)(C)C)C(C)(C)C